CN1N=CC(=C1)C1=CC=C(CNC2=NC=NC(=C2)C2=CN=C3N2C=CC(=C3)OCCN3CCCC3)C=C1 [4-(1-methyl-1H-pyrazol-4-yl)-benzyl]-{6-[7-(2-pyrrolidin-1-yl-ethoxy)-imidazo[1,2-a]Pyridin-3-yl]-pyrimidin-4-yl}-amine